3-(5-(3-fluoro-5-(7-fluoroimidazo[1,2-a]pyridine-3-carboxamido)-4-methylphenyl)-1,2,4-oxadiazol-3-yl)azetidine-1-carboxylic acid methyl ester COC(=O)N1CC(C1)C1=NOC(=N1)C1=CC(=C(C(=C1)NC(=O)C1=CN=C2N1C=CC(=C2)F)C)F